O=C1NC(CCC1NC=1C=C(C=CC1)C#CCNC(C1=NC=C(C=C1C)C1=C(C=C(C=C1)N(C)C1=C2C=C(C(N(C2=CC(=C1)CC)C)=O)C)C)=O)=O N-(3-(3-((2,6-dioxopiperidin-3-yl)amino)phenyl)prop-2-yn-1-yl)-5-(4-((7-ethyl-1,3-dimethyl-2-oxo-1,2-dihydroquinolin-5-yl)(methyl)amino)-2-methylphenyl)-3-methylpicolinamide